barium dioleate C(CCCCCCC\C=C/CCCCCCCC)(=O)[O-].C(CCCCCCC\C=C/CCCCCCCC)(=O)[O-].[Ba+2]